COC(=O)C=1C(=NN2C1C=CC=C2C2CC2)OCC2=CC=CC=C2 (benzyloxy)-7-cyclopropyl-pyrazolo[1,5-a]pyridine-3-carboxylic acid methyl ester